C12(CCCC3=CC=CC=C13)COC1=C(NC2)C=C(C=C1)S(=O)(=O)N spiro[2,4-dihydro-1,5-benzoxazepine-3,1'-tetralin]-7-sulfonamide